6-[[5-chloro-3-(trifluoromethyl)pyrazol-1-yl]methyl]-2-(3,4-dichlorophenyl)-1-ethyl-4-oxo-pyridine-3-carboxylic acid ClC1=CC(=NN1CC1=CC(C(=C(N1CC)C1=CC(=C(C=C1)Cl)Cl)C(=O)O)=O)C(F)(F)F